copper bismethionine N[C@@H](CCSC)C(=O)O.N[C@@H](CCSC)C(=O)O.[Cu]